CC(CNC(OC(C)(C)C)=O)CCC(C1=CC=2N(N=CC2S1)C1OCCCC1)=O tert-butyl (2-methyl-5-oxo-5-(1-(tetrahydro-2H-pyran-2-yl)-1H-thieno[3,2-c]pyrazol-5-yl)pentyl)carbamate